2-(4-bromo-6-isopropoxybenzo[b]thiophen-2-yl)-4-methylthiazole-5-carboxylic acid ethyl ester C(C)OC(=O)C1=C(N=C(S1)C1=CC2=C(S1)C=C(C=C2Br)OC(C)C)C